1,2-dilinoleoylcarbamoyl-3-dimethylaminopropane C(CCCCCCC\C=C/C\C=C/CCCCC)(=O)C(C(CN(C)C)C(CCCCCCC\C=C/C\C=C/CCCCC)=O)C(N)=O